O1C(=NC=2C3=C(SC4=C(C12)C=CC=C4)C=CC=C3)CCC(=O)O 3-(1-oxa-8-thia-3-aza-dibenzo[e,h]azulen-2-yl)-propionic acid